C(C=C)(=O)O.C(C=C)(=O)O.C(O)C(CC)(CO)CO 1,1,1-trimethylolpropane diacrylate